C(#C)C=1SC=C(N1)C(=O)NCCC1=CC=C(C=C1)C=1N=CSC1 2-Ethynyl-N-(4-(thiazol-4-yl)phenethyl)thiazole-4-carboxamide